3-(2-(dimethylamino)ethoxy)-5-(trifluoromethyl)aniline CN(CCOC=1C=C(N)C=C(C1)C(F)(F)F)C